β-carboxy-cis,cis-muconic acid C(=C\C(=O)O)\C(=C\C(=O)O)\C(=O)O